FC1=C(C(=O)NC)C=C(C(=C1)NCC#CC=1N(C2=CC=CC(=C2C1)NC1CCC(CC1)N(C)C)CC(F)(F)F)OC 2-fluoro-5-methoxy-N-methyl-4-{[3-(4-{[(1R,4R)-4-(dimethylamino)cyclohexyl]amino}-1-(2,2,2-trifluoroethyl)-1H-indol-2-yl)prop-2-yn-1-yl]amino}benzamide